(E)-3-(3-chlorosulfonylphenyl)acrylic acid methyl ester COC(\C=C\C1=CC(=CC=C1)S(=O)(=O)Cl)=O